C(C)(=O)C=1N(N=C2C(=CC(=CC12)C=1C=NC(=NC1)C)C(F)(F)F)CC(=O)N1[C@@H]2C[C@@]2(C[C@H]1C(=O)NC1=NC(=CC=C1C)Br)C (1R,3S,5R)-2-(2-(3-acetyl-5-(2-methylpyrimidin-5-yl)-7-(trifluoromethyl)-2H-indazol-2-yl)acetyl)-N-(6-bromo-3-methylpyridin-2-yl)-5-methyl-2-azabicyclo[3.1.0]hexane-3-carboxamide